C1(=C(C(=C(C(=C1N)N)N)N)N)N benzene-1,2,3,4,5,6-hexamine